methyl 4-(5-methylpyrimidin-2-yl)pyrrolo[1,2-a]quinoxaline-7-carboxylate CC=1C=NC(=NC1)C=1C=2N(C3=CC=C(C=C3N1)C(=O)OC)C=CC2